3,6-dimethoxy-2',4',6'-tri-1-propyl-1,1'-diphenyl-ferrocene COC1=C[C-](C=C1)C1=CC=CC=C1OC.C(CC)C=1[C-](C=C(C1)CCC)C1=CC=CC=C1CCC.[Fe+2]